(2S,4S)-6-chloro-4-hydroxy-N-(1-{[cis-3-(trifluoromethoxy)cyclobutyl]carbamoyl}-2-oxabicyclo[2.2.2]oct-4-yl)-3,4-dihydro-2H-1-benzopyran-2-carboxamide ClC=1C=CC2=C([C@H](C[C@H](O2)C(=O)NC23COC(CC2)(CC3)C(N[C@@H]3C[C@@H](C3)OC(F)(F)F)=O)O)C1